9-Bromononanoic acid BrCCCCCCCCC(=O)O